FC1(CCCCC1)C1=NC(=C(C(=O)O)C=C1)OC 6-(1-fluorocyclohexyl)-2-methoxynicotinic acid